O1CCN(CC1)[C@@H]1C[C@H](C1)NC([O-])=O (trans-3-morpholinocyclobutyl)carbamate